C1(CC1)C=1N=NN(C1)[C@H](C(=O)N1[C@@H](C[C@H](C1)O)C(=O)NCC=1SC(=CC1)S(=O)(=O)N1CCCCC1)C(C)(C)C (2S,4r)-1-[(2S)-2-(4-cyclopropyl-triazol-1-yl)-3,3-dimethyl-butyryl]-4-hydroxy-N-[[5-(1-piperidinylsulfonyl)-2-thienyl]methyl]pyrrolidine-2-carboxamide